(5aR,5bS,7aS,8S,10aS,10bR)-2-((4-methoxyphenyl)amino)-5a,7a-dimethyl-5,5a,5b,6,7,7a,8,9,10,10a,10b,11-dodecahydro-4H-cyclopenta[7,8]phenanthro[2,1-d]thiazol-8-ol COC1=CC=C(C=C1)NC=1SC2=C(N1)CC[C@@]1([C@H]3CC[C@]4([C@H]([C@@H]3CC=C12)CC[C@@H]4O)C)C